OCC1OC(CN(C1)C(C1=CC=CC=C1)(C1=CC=CC=C1)C1=CC=CC=C1)N1C2=NC=NC(=C2N=C1)NC(C1=CC=CC=C1)=O N-(9-(6-(HYDROXYMETHYL)-4-TRITYLMORPHOLIN-2-YL)-9H-PURIN-6-YL)BENZAMIDE